[Ca+2].N[C@@H](CCC(N)=O)C(=O)[O-].N[C@@H](CCC(N)=O)C(=O)[O-] glutamine, calcium salt